cyano-17α-hydroxyandrosta-4-en-3-one C(#N)C[C@@]12[C@@H](CC[C@H]1[C@@H]1CCC3=CC(CC[C@]3(C)[C@H]1CC2)=O)O